4-(benzylamino)-2-chloropyrrolo[2,1-f][1,2,4]triazine-7-carbaldehyde C(C1=CC=CC=C1)NC1=NC(=NN2C1=CC=C2C=O)Cl